3-(7-azaspiro[3.5]nonan-2-yl)-6-[3-[[ethyl(methyl)sulfamoyl]amino]-2,6-difluoro-phenoxy]-4-oxo-quinazoline C1C(CC12CCNCC2)N2C=NC1=CC=C(C=C1C2=O)OC2=C(C(=CC=C2F)NS(N(C)CC)(=O)=O)F